ClC(C1=NC(=NC(=N1)C(Cl)(Cl)Cl)C=CC1=CC2=C(C=C1)OCO2)(Cl)Cl 2,4-bis(trichloromethyl)-6-[2-(3,4-methylenedioxyphenyl)vinyl]-s-triazine